1-(8-((2,3-dichlorophenyl)thio)imidazo[1,2-c]pyrimidin-5-yl)azepan-4-amine ClC1=C(C=CC=C1Cl)SC=1C=2N(C(=NC1)N1CCC(CCC1)N)C=CN2